ClC1=C(C=CC=C1)N1C(N(C(C1=O)=O)C1CC(N(C1)C1=CC=C(C#N)C=C1)=O)=O 4-[4-[3-(2-chlorophenyl)-2,4,5-trioxoimidazolidin-1-yl]-2-oxopyrrolidin-1-yl]benzonitril